FC(C(=O)O)(F)F.FC(C(=O)O)(F)F.C1(=CC=CC=C1)[C@@H]([C@@H]1CNC2=C(N1)N=CC=C2)NCCC2=CC=C(C#N)C=C2 4-(2-(((S)-phenyl((S)-1,2,3,4-tetrahydropyrido[2,3-b]pyrazin-3-yl)methyl)amino)ethyl)benzonitrile bis(2,2,2-trifluoroacetate)